2,2'-bipyridinyl-4,4'-dicarboxylic acid dimethylester COC(=O)C1=CC(=NC=C1)C1=NC=CC(=C1)C(=O)OC